[N-](S(=O)(=O)C(F)(F)F)S(=O)(=O)C(F)(F)F.C(CCC)C1(N(CCC1)C)C butyl-dimethyl-pyrrolidine bis(trifluoromethanesulfonyl)imide salt